CC1=C(OC2=C(C=C(C=C2C1=O)C)[C@@H](C)NC1=CC=C(C(=C1C(=O)N)F)F)C1=CC2=CN(N=C2C=C1)C 6-[[(1R)-1-[3,6-Dimethyl-2-(2-methylindazol-5-yl)-4-oxo-chromen-8-yl]-ethyl]amino]-2,3-difluoro-benzamide